(1-hydroxyethyl-2,2,6,6-tetramethyl-4-hydroxypiperidin) succinate C(CCC(=O)O)(=O)O.OC(C)N1C(CC(CC1(C)C)O)(C)C